ethylenediamine (ETHYLENDIAMIN) tetraacetate C(C)(=O)ON(CCN(OC(C)=O)OC(C)=O)OC(C)=O.C(CN)N